ICC1=CC=C(CC2=CC3=C(C(N(N=C3)C)=O)C(=N2)OC)C=C1 7-(4-(Iodomethyl)benzyl)-5-methoxy-3-methyl-pyrido[3,4-d]pyridazin-4(3H)-one